OC[C@@H](C1=CC=C(C=C1)C1=NC=CN=C1C)NC(OC(C)(C)C)=O tert-butyl (R)-(2-hydroxy-1-(4-(3-methylpyrazin-2-yl)phenyl)ethyl)carbamate